6-bromo-3-methyl-1-((5-methyl-1,3,4-oxadiazol-2-yl)methyl)-1,3-dihydro-2H-imidazo[4,5-B]pyridin-2-one BrC=1C=C2C(=NC1)N(C(N2CC=2OC(=NN2)C)=O)C